NC=1N=NC(=CC1C=1C=NN(C1F)C1CCN(CC1)C1CCC(CC1)C1=CC=CC2=C1OCCN2[C@@H]2C(NC(CC2)=O)=O)C2=C(C=CC=C2)O (S)-3-(8-((1r,4S)-4-(4-(4-(3-amino-6-(2-hydroxyphenyl)pyridazin-4-yl)-5-fluoro-1H-pyrazol-1-yl)piperidin-1-yl)cyclohexyl)-2,3-dihydro-4H-benzo[b][1,4]oxazin-4-yl)piperidine-2,6-dione